C(C)(=O)P([O-])(=O)C1=CC=CC=C1 acetylphenylphosphinate